ClC1(C(C1)C1=CC=C(OC(C(=O)O)(C)C)C=C1)Cl 2-(4-(2,2-dichlorocyclopropyl)phenoxy)-2-methyl-propanoic acid